Cl.NC=1NC(=NN1)N1CCC(CC1)N1C[C@@H](OC[C@@H]1CC1=CC=C(C=C1)Cl)CO ((2R,5S)-4-(1-(5-amino-4H-1,2,4-triazol-3-yl)piperidin-4-yl)-5-(4-chlorobenzyl)-morpholin-2-yl)methanol hydrochloride